C(C)(=O)[O-].F[Pd+](F)F trifluoroPalladium acetate